COCCN(C(CNC(OC(C)(C)C)=O)=O)C tert-butyl (2-((2-methoxyethyl)(methyl)amino)-2-oxoethyl)carbamate